CC1=CC=2N(C=C1)N=CC2C2=NC(=CC=C2)C2CNCCC2 5-methyl-3-[6-(3-piperidyl)-2-pyridyl]pyrazolo[1,5-a]pyridine